C(CCC)C1(C(C2=C(C(=C(C=C2C1)OCCCCC(=O)O)Cl)Cl)=O)C1CCCC1 5-((2-butyl-6,7-dichloro-2-cyclopentyl-1-oxo-2,3-dihydro-1H-inden-5-yl)oxy)pentanoic acid